N1-(2-chlorophenyl)-2-(2-(dimethylamino)ethyl)-N4-phenylbenzene-1,4-diamine ClC1=C(C=CC=C1)NC1=C(C=C(C=C1)NC1=CC=CC=C1)CCN(C)C